(4-(4-oxo-3,4-dihydro-phthalazin-1-yl)benzyl)carbamic acid tert-butyl ester C(C)(C)(C)OC(NCC1=CC=C(C=C1)C1=NNC(C2=CC=CC=C12)=O)=O